ClC=1C=C2C(=CN1)N(N=C2C(C)(N)C2CCCC2)CC(F)F (5-chloro-1-(2,2-difluoroethyl)-1H-pyrazolo[3,4-c]pyridin-3-yl)-1-cyclopentylethane-1-amine